C(C)(C)(C)OC(=O)N1C(N([C@@H](C1)C(N(C)C1=C(C(=C(C=C1)F)Cl)F)=O)C1=CC(=C2C(=N1)SC(=C2)C#N)C(F)(F)F)=O (S)-4-((3-chloro-2,4-difluorophenyl)(methyl)carbamoyl)-3-(2-cyano-4-(trifluoromethyl)thieno[2,3-b]pyridin-6-yl)-2-oxoimidazolidine-1-carboxylic acid tert-butyl ester